ClCC1=C(C=CC(=C1F)OC)N1N=C(C=C1)C(F)(F)F 1-[2-(chloromethyl)-3-fluoro-4-methoxyphenyl]-3-(trifluoromethyl)pyrazole